FCCN1C(=NC=2C1=NC(=CC2)C=2C=CN1N=C(N=CC12)C1(CCC(CC1)NC)N)C 1-(5-(3-(2-fluoroethyl)-2-methyl-3H-imidazo[4,5-b]pyridin-5-yl)pyrrolo[2,1-f][1,2,4]triazin-2-yl)-N4-methylcyclohexane-1,4-diamine